C1(=CC=CC=C1)N=NC(C#N)(CC(C)(OC)C)C 2-phenylazo-2,4-dimethyl-4-methoxypentanenitrile